hexamethylenedibiguanide N(C(=N)NC(=N)N)CCCCCCNC(=N)NC(=N)N